CCC1=C2CN3C(=CC(=C(C3=O)CO)[C@@](CC)(C(=O)O)O)C2=NC4=C1C=C(C=C4)O The molecule is a 2-hydroxy monocarboxylic acid resulting from the hydrolysis of the delta-lactone ring of SN-38. It is a metabolite of SN-38. It has a role as a drug metabolite. It is a member of phenols, a tertiary alcohol, an organonitrogen heterocyclic compound, an organic heterotetracyclic compound, an enone, a 2-hydroxy monocarboxylic acid and a primary alcohol. It derives from a SN-38. It is a conjugate acid of a SN-38 carboxylate.